(S)-1-(1-(3-chlorophenyl)-2-hydroxyethyl)-3-(1-(2-(cyclopropylamino)-5-fluoro-pyrimidin-4-yl)-1H-pyrazol-4-yl)urea ClC=1C=C(C=CC1)[C@@H](CO)NC(=O)NC=1C=NN(C1)C1=NC(=NC=C1F)NC1CC1